BrC1=CC=C(C(=O)O[C@@H](C=C)[C@H]2[C@@H](CC2)CN2C3=C(OC[C@]4(CCCC5=CC(=CC=C45)Cl)C2)C=CC(=C3)C(=O)O)C=C1 (S)-5-(((1R,2R)-2-((S)-1-((4-bromobenzoyl)oxy)allyl)cyclobutyl)methyl)-6'-chloro-3',4,4',5-tetrahydro-2H,2'H-spiro[benzo[b][1,4]oxazepine-3,1'-naphthalene]-7-carboxylic acid